C12(N=CC=C3C1=NC1=CC=CC=C31)C(NC3=CC=CC=C32)=O Spiro[3H-indole-3,1'-[1H]pyrido[3,4-b]indol]-2(1H)-one